benzyl N-[4,4-difluoro-1-(6-fluoro-4-iodopyridin-2-yl) pyrrolidin-3-yl]carbamate FC1(C(CN(C1)C1=NC(=CC(=C1)I)F)NC(OCC1=CC=CC=C1)=O)F